benzotriazole-1-yloxytris(dimethylamino)phosphonium hexafluorophosphate Phosphate P(=O)([O-])([O-])[O-].F[P-](F)(F)(F)(F)F.N1(N=NC2=C1C=CC=C2)O[P+](N(C)C)(N(C)C)N(C)C.N2(N=NC1=C2C=CC=C1)O[P+](N(C)C)(N(C)C)N(C)C.N1(N=NC2=C1C=CC=C2)O[P+](N(C)C)(N(C)C)N(C)C.N2(N=NC1=C2C=CC=C1)O[P+](N(C)C)(N(C)C)N(C)C